O[C@H]1C2CCC(C1)N2CC(=O)C2=C(N(C(=C2)CC2COC2)C2=CC=C(C#N)C=C2)C (+-)-4-(3-(2-((2R)-2-hydroxy-7-azabicyclo[2.2.1]heptan-7-yl)acetyl)-2-methyl-5-(oxetan-3-ylmethyl)-1H-pyrrol-1-yl)benzonitrile